3-(2-((tert-butyldimethylsilyl)oxy)ethyl)-6-((7-chloro-2,6-naphthyridin-1-yl)ethynyl)-3-methylindolin-2-one [Si](C)(C)(C(C)(C)C)OCCC1(C(NC2=CC(=CC=C12)C#CC1=NC=CC2=CN=C(C=C12)Cl)=O)C